5-chloro-1,3-pentadiene ClCC=CC=C